FC1=CC(=C(OCC2=NC=CC(=C2)OC2CCN(CC2)CC2=NC3=C(N2C[C@H]2OCC2)C=CC=C3)C=C1)C(F)(F)F 2-({4-[(2-{[4-fluoro-2-(trifluoromethyl)phenoxy]methyl}pyridin-4-yl)oxy]piperidin-1-yl}methyl)-1-{[(2S)-oxetan-2-yl]methyl}-1H-1,3-benzodiazole